ClC1=NC=2N(C(=C1)NCC=1C=NC(=CC1)C1=CC=CC=C1)N=CC2C2CC2 5-chloro-3-cyclopropyl-N-((6-phenylpyridin-3-yl)methyl)pyrazolo[1,5-a]pyrimidin-7-amine